FC(CCO)CCC 3-fluoro-hexanol